CC(CCC(C(=O)O)NCC=1C=NC=2CCCCC2C1)(C)C 5,5-dimethyl-2-(((5,6,7,8-tetrahydroquinolin-3-yl)methyl)amino)hexanoic acid